Cl.C(C)OC([C@H](NCC1=C(C=C(C(=C1)Cl)OCC=1C(=C(C=CC1)C1=CC=CC=C1)Br)OCC1=CC=2C(=NSN2)C=C1)CO)=O (2-(benzo[c][1,2,5]thiadiazol-5-ylmethoxy)-4-((2-bromo-[1,1'-biphenyl]-3-yl)methoxy)-5-chlorobenzyl)-D-serine ethyl ester hydrochloride